tert-butyl rac-(1S,5R)-7-[5-oxo-7-(p-tolylsulfonyloxy)thiazolo[3,2-a]pyrimidin-2-yl]-9-oxa-3-azabicyclo[3.3.1]nonane-3-carboxylate O=C1C=C(N=C2N1C=C(S2)C2C[C@@H]1CN(C[C@H](C2)O1)C(=O)OC(C)(C)C)OS(=O)(=O)C1=CC=C(C=C1)C |r|